(2R,3S)-3-((2-(2-ethoxy-7-methylquinoxalin-5-yl)-5-fluorobenzo[d]thiazol-6-yl)oxy)butan-2-yl (2-(((bis(2-(trimethylsilyl)ethoxy) phosphoryl)oxy)methyl)pyrimidin-5-yl)carbamate C[Si](CCOP(=O)(OCC[Si](C)(C)C)OCC1=NC=C(C=N1)NC(O[C@H](C)[C@H](C)OC1=CC2=C(N=C(S2)C2=C3N=CC(=NC3=CC(=C2)C)OCC)C=C1F)=O)(C)C